ClC1=CC=C(N=N1)C(=O)N1CCC(CC1)C1=C(C=CC=C1)C(F)(F)F (6-chloropyridazin-3-yl)(4-(2-(trifluoromethyl)phenyl)piperidin-1-yl)methanone